N1C(=NC2=C1C=CC=C2)C2=CC(=NN2)NC(=O)C=2C=CC(=NC2)N2CCC(CC2)C(=O)[O-].[NH4+] ammonium 1-[5-[[5-(1H-benzimidazol-2-yl)-1H-pyrazol-3-yl]carbamoyl]-2-pyridyl]piperidine-4-carboxylate